C1(=CC=CC=C1)C(C)[N-]C(C)C1=CC=CC=C1.[Li+] lithium bis-(1-phenylethyl)amide